2-(1H-pyrazol-4-yl)-N-(3-(pyridin-2-yl)-1-(2,2,2-trifluoroethyl)-1H-pyrazol-4-yl)thiazole-4-carboxamide N1N=CC(=C1)C=1SC=C(N1)C(=O)NC=1C(=NN(C1)CC(F)(F)F)C1=NC=CC=C1